ethyl 4,5-dimethylthiophene-2-carboxylate CC=1C=C(SC1C)C(=O)OCC